6-bromo-1-methyl-1H-benzo[d][1,2,3]triazole BrC=1C=CC2=C(N(N=N2)C)C1